OC1(COC1)C1=CC=C(C(=O)NC=2C=NC(=CC2)OC2=CC(=CC=C2)C(F)(F)F)C=C1 4-(3-hydroxyoxetan-3-yl)-N-(6-(3-(trifluoromethyl)phenoxy)pyridin-3-yl)benzamide